(S) or (R)-N'-((2,3-dicyclopropyl-6,7-dihydro-5H-cyclopenta[b]pyridin-4-yl)carbamoyl)-4-fluoro-1-isopropyl-1H-pyrazole-3-sulfonimidamide C1(CC1)C1=C(C(=C2C(=N1)CCC2)NC(=O)N=[S@@](=O)(N)C2=NN(C=C2F)C(C)C)C2CC2 |o1:16|